1-(3-bromo-4-pyridyl)-1-(5-methoxybenzofuran-2-yl)ethanol BrC=1C=NC=CC1C(C)(O)C=1OC2=C(C1)C=C(C=C2)OC